CONC1=C2C(=NC(=N1)C#CC3=CC=CC=C3)N(C=N2)[C@H]4[C@@H]([C@@H]([C@@H](O4)CO)O)O N6-methoxy-2-phenylethynyladenosine